1-trifluoromethylthio-2-phenylindole FC(SN1C(=CC2=CC=CC=C12)C1=CC=CC=C1)(F)F